1-(2-fluoro-4-iodophenyl)-6,8-dimethylpyrido[2,3-d]pyrimidine-2,4,7(1H,3H,8H)-trione FC1=C(C=CC(=C1)I)N1C(NC(C2=C1N(C(C(=C2)C)=O)C)=O)=O